COCCN(C1CCC(CC1)NC(=O)C1=NNC2=CC=C(C=C12)C1=CC(=CC=C1)NC(C=C)=O)C N-{4-[(2-methoxyethyl)(methyl)amino]cyclohexyl}-5-[3-(prop-2-enamido)phenyl]-1H-indazole-3-carboxamide